The molecule is an S-acyl-4'-phosphopantetheine obtained by deprotonation of the phosphate OH groups of S-(3alpha,7alpha,12alpha-trihydroxy-5beta-cholestan-26-oyl)-4'-phosphopantetheine; major species at pH 7.3. It is a conjugate base of a S-(3alpha,7alpha,12alpha-trihydroxy-5beta-cholestan-26-oyl)-4'-phosphopantetheine. C[C@H](CCCC(C)C(=O)SCCNC(=O)CCNC(=O)[C@@H](C(C)(C)COP(=O)([O-])[O-])O)[C@H]1CC[C@@H]2[C@@]1([C@H](C[C@H]3[C@H]2[C@@H](C[C@H]4[C@@]3(CC[C@H](C4)O)C)O)O)C